tert-butyl N-methyl-N-[(3S)-1-[3-(2-pyridyl)-1-(2-trimethylsilylethoxymethyl) pyrrolo[2,3-b]pyridin-4-yl]-3-piperidyl]carbamate CN(C(OC(C)(C)C)=O)[C@@H]1CN(CCC1)C1=C2C(=NC=C1)N(C=C2C2=NC=CC=C2)COCC[Si](C)(C)C